C(C1=CC=CC=C1)N([S@](=O)C(C)(C)C)[C@H](C)[C@H]1OC=CCC1 (R)-N-Benzyl-N-[(1R)-1-[(2S)-3,4-dihydro-2H-pyran-2-yl]ethyl]-2-methyl-propane-2-sulfinamide